4-(2-carboxyethyl)-3-methylpyrrole C(=O)(O)CCC=1C(=CNC1)C